O=C1N(CC2=CC(=CC=C12)C1CCN(CC1)CCC(F)(F)F)C1C(NC(CC1)=O)=O 3-(1-oxo-5-(1-(3,3,3-trifluoro-propyl)piperidin-4-yl)isoindolin-2-yl)piperidine-2,6-dione